BrC=1C=C(SC1)C[N+]1=NOC(=C1)[N-]C(NC1=CC(=CC=C1)C(F)(F)F)=O (3-((4-bromothiophen-2-yl)methyl)-1,2,3-oxadiazol-3-ium-5-yl)((3-(trifluoromethyl)phenyl)carbamoyl)amide